CC1(OB(OC1(C)C)C1=CC=C2C(OCCN21)=O)C 6-(4,4,5,5-tetramethyl-1,3,2-dioxaborolan-2-yl)-3,4-dihydro-1H-pyrrolo[2,1-c][1,4]oxazin-1-one